FC(C1=NN=C(O1)C1=CN=C(S1)CN(S(=O)(=O)C)C1=CC=CC=C1)F N-((5-(5-(difluoromethyl)-1,3,4-oxadiazol-2-yl)thiazol-2-yl)methyl)-N-phenylmethanesulfonamide